tris(pyrazol-1-yl)-borohydride N1(N=CC=C1)[BH-](N1N=CC=C1)N1N=CC=C1